1,2-Di-iodobutane ICC(CC)I